C(N)(O[C@@H](C(=O)N[C@H](CNC(=O)[C@]1([C@@H](CC[C@H](C1)C)C(C)C)O)C1=CC=CC=C1)C)=O ((R)-1-(((S)-2-((1S,2S,5R)-1-hydroxy-2-isopropyl-5-methylcyclohexane-1-carboxamido)-1-phenylethyl) amino)-1-oxopropan-2-yl) carbamate